3-(((tert-butoxycarbonyl)amino)methyl)-1-(trans-3-hydroxycyclobutyl)-1H-pyrazole-5-carboxylic acid C(C)(C)(C)OC(=O)NCC1=NN(C(=C1)C(=O)O)[C@@H]1C[C@H](C1)O